C(#N)C1=CC=2CN(CCC2S1)C(=O)OC(C)(C)C tert-butyl 2-cyano-6,7-dihydrothieno[3,2-c]pyridine-5(4H)-carboxylate